ClC=1C=CC(=C(CN2C[C@@H](CCC2)NC(OC(C)(C)C)=O)C1)OCC tert-butyl (R)-(1-(5-chloro-2-ethoxybenzyl)piperidin-3-yl)carbamate